Ibuprofen arginine salt N[C@@H](CCCNC(N)=N)C(=O)O.OC(=O)C(C)C1=CC=C(CC(C)C)C=C1